CC1(OB(OC1(C)C)C1CC(NCC1)=O)C 4-(4,4,5,5-tetramethyl-1,3,2-dioxaborolan-2-yl)piperidin-2-one